pentulose C(C(C(C(=O)CO)O)O)O